7-fluoro-5-phenyl-2-(trifluoromethylsulfanyl)-6,7-dihydro-5H-pyrrolo[1,2-b][1,2,4]triazole FC1CC(N2N=C(N=C21)SC(F)(F)F)C2=CC=CC=C2